OCC(C)(C)NC(=O)NC1=CC=CC=C1 1-(1-hydroxy-2-methylpropan-2-yl)-3-phenylurea